3-amino-6-chloro-4-(7-chloro-1H-indazol-4-yl)-8-methyl-1H-quinolin-2-one NC=1C(NC2=C(C=C(C=C2C1C1=C2C=NNC2=C(C=C1)Cl)Cl)C)=O